dimethyl cis-cyclohexane-1,2-dicarboxylate [C@@H]1([C@H](CCCC1)C(=O)OC)C(=O)OC